pyrrolo[3,4-c]pyrazol-6-one N=1NC=C2C1C(N=C2)=O